Cl.CC=1C=CC=C(C#N)C1 5-methylbenzonitrile hydrochloride